FC=1C=C(C=CC1)C=1N=C(SC1SC(C)C)N1N=C(C(=C1C(=O)O)C1=C2C=CNC2=CC=C1)C 1-(4-(3-fluorophenyl)-5-(isopropylsulfanyl)thiazol-2-yl)-4-(1H-indol-4-yl)-3-methyl-1H-pyrazole-5-carboxylic acid